1,3-dimethyl-1,8-diamino-octane CC(CC(CCCCCN)C)N